4-[([4-[1-methyl-4-(trifluoromethyl)-1H-imidazol-2-yl]phenyl]methyl)amino]-2-[2-(propan-2-yl)phenyl]pyrimidine-5-carbonitrile CN1C(=NC(=C1)C(F)(F)F)C1=CC=C(C=C1)CNC1=NC(=NC=C1C#N)C1=C(C=CC=C1)C(C)C